C(C)(C)(C)C1N(CC[C@H]1[C@H](C(=O)OC(C)(C)C)CC1=CC(=CC=C1)Br)C(=O)OCCOC1=CC=C(C=C1)C1=NC2=C(C=CC=C2C(=N1)C)Cl 2-[4-(8-chloro-4-methyl-quinazolin-2-yl)phenoxy]ethanol tert-butyl-(3S)-3-[(1R)-1-[(3-bromophenyl)methyl]-2-tert-butoxy-2-oxo-ethyl]pyrrolidine-1-carboxylate